tert-butyl 4-(((benzyloxy)carbonyl)amino)-4-(nitromethyl)piperidine-1-carboxylate C(C1=CC=CC=C1)OC(=O)NC1(CCN(CC1)C(=O)OC(C)(C)C)C[N+](=O)[O-]